ClCC(NCCCOCCOCCOCCCNC(OC(C)(C)C)=O)=O tert-butyl (1-chloro-2-oxo-7,10,13-trioxa-3-azahexadecan-16-yl)carbamate